3-(2,6-Difluoro-3,5-dimethoxyphenyl)-1-ethyl-8-((4-methoxypiperidin-1-yl)methyl)-1,3,4,7-tetrahydro-2H-pyrrolo[3',2':5,6]pyrido[4,3-d]pyrimidine-2-thione FC1=C(C(=C(C=C1OC)OC)F)N1C(N(C2=C(C1)C=NC1=C2C=C(N1)CN1CCC(CC1)OC)CC)=S